CN1C(=NNC1=O)CNC(OC(C)(C)C)=O tert-butyl [(4-methyl-5-oxo-4,5-dihydro-1H-1,2,4-triazol-3-yl)methyl]carbamate